tert-Butyl (2R,5S)-2,5-dimethyl-4-(7-tosyl-5-(trifluoromethyl)-7H-pyrrolo[2,3-d]pyrimidin-4-yl)piperazine-1-carboxylate C[C@H]1N(C[C@@H](N(C1)C=1C2=C(N=CN1)N(C=C2C(F)(F)F)S(=O)(=O)C2=CC=C(C)C=C2)C)C(=O)OC(C)(C)C